C(C1CO1)OCCC[Si](OCC)(OCC)OCC Glycidyloxypropyl-triethoxysilan